NC1=NC(=CC(=C1)C[C@@H]1[C@H](N(C1=O)C(=O)N[C@H](CC)C1=C(C=C(C=C1)C)C)C(=O)N(C)C=1C=NN(C1)C)C (2S,3R)-3-((2-amino-6-methylpyridin-4-yl)methyl)-N2-(1-methyl-1H-pyrazol-4-yl)-N1-((R)-1-(2,4-dimethylphenyl)propyl)-N2-methyl-4-oxoazetidine-1,2-dicarboxamide